ClC=1N=C(C=2N(C1)C(=CN2)C(C)C)N(C(OC(C)(C)C)=O)[C@@H](C)C2=CC=CC=C2 tert-butyl (S)-(6-chloro-3-isopropylimidazo[1,2-a]pyrazin-8-yl)(1-phenylethyl)carbamate